4,4,4-trifluoro-1-(4-(methoxy)phenyl)butane-1,3-dione FC(C(CC(=O)C1=CC=C(C=C1)OC)=O)(F)F